2-(1-aziridinyl)ethyl acrylate C(C=C)(=O)OCCN1CC1